tert-butyl 3-[2-(p-tolylsulfonyloxy)ethoxy]azetidine-1-carboxylate C1(=CC=C(C=C1)S(=O)(=O)OCCOC1CN(C1)C(=O)OC(C)(C)C)C